Pyridin-2-thiol-1-oxid [N+]=1(C(=CC=CC1)S)[O-]